C1(=CC=CC=C1)N(C=1C=CC(=C(C1)O)C1=CC=C(C2=CC=CC=C12)N(C1=CC=CC2=C1SC1=C2C=CC=C1C1=CC=CC=C1)C1=CC=CC=C1)C1=CC=CC2=C1SC1=C2C=CC=C1C1=CC=CC=C1 5-[Phenyl(6-phenyl-4-dibenzothienyl)amino]-2-[4-[phenyl(6-phenyl-4-dibenzothienyl)amino]-1-naphthalenyl]phenol